3-(5-((4-((4'-chloro-5,5-dimethyl-3,4,5,6-tetrahydro-[1,1'-biphenyl]-2-yl)methyl)-2-(fluoromethyl)piperazin-1-yl)methyl)-7-fluoro-1-oxoisoindolin-2-yl)piperidine-2,6-dione ClC1=CC=C(C=C1)C1=C(CCC(C1)(C)C)CN1CC(N(CC1)CC=1C=C2CN(C(C2=C(C1)F)=O)C1C(NC(CC1)=O)=O)CF